C1(CC1)C1=NC=NC(=C1C=1N=CC=2OCCN(C2N1)CC1=CC=C(C=C1)C1=NC=CC=C1)OC 2-(4-Cyclopropyl-6-methoxypyrimidin-5-yl)-8-(4-(pyridin-2-yl)benzyl)-7,8-dihydro-6H-pyrimido[5,4-b][1,4]oxazine